FC=1C(=CC(=NC1)C=1C(=NN(C1C)CCOC)C)OC1CN(C1)C=O (3-((5-fluoro-2-(1-(2-methoxyethyl)-3,5-dimethyl-1H-pyrazol-4-yl)pyridin-4-yl)oxy)azetidin-1-yl)methanone